O1CNC(C1)C(=O)O 1,3-oxazolidine-4-carboxylic acid